N-(dibenzofuran-2-yl)-N-phenyl-amine C1=C(C=CC=2OC3=C(C21)C=CC=C3)NC3=CC=CC=C3